7-methyl-4-(methylamino)-1-phenyl-quinazolin-2(1H)-one CC1=CC=C2C(=NC(N(C2=C1)C1=CC=CC=C1)=O)NC